N-(6-((2-fluorophenyl)(methyl)amino)-1H-pyrazolo[3,4-b]pyridin-3-yl)-4-(1-methylpiperidin-4-yl)benzamide, Acetic acid salt C(C)(=O)O.FC1=C(C=CC=C1)N(C1=CC=C2C(=N1)NN=C2NC(C2=CC=C(C=C2)C2CCN(CC2)C)=O)C